NNC1=NC(N([C@H]2[C@H](O)[C@H](O)[C@@H](CO)O2)CN1O)=O N4-amino-5-hydroxy-5-azacytidine